C12CN(CC(CC1)CC2)C2=N[C@H](C(N(C1=C2C=CC=C1)C)=O)NC(=O)NC1=CC(=CC=C1)C 1-[(3R)-5-(3-azabicyclo[3.2.2]nonan-3-yl)-1-methyl-2-oxo-3H-1,4-benzodiazepin-3-yl]-3-(3-methylphenyl)urea